C(CCCCCCCCCC(=O)[O-])CCCCCCCC(=O)[O-] propane-1,3-diyldioctanoate